CN(C1CN(C1)C(=O)O[C@@H]1CC[C@H](CC1)C(N(C1=NC=CC(=C1)C=1C=NN(C1)C(C)C)C[C@@H]1CC[C@H](CC1)C1=CC(=C(C=C1)OC)C#N)=O)C trans-4-(((trans-4-(3-Cyano-4-methoxyphenyl)cyclohexyl)methyl)(4-(1-isopropyl-1H-pyrazol-4-yl)pyridin-2-yl)carbamoyl)cyclohexyl 3-(dimethylamino)azetidine-1-carboxylate